ClC=1C=C2C(=NC1C#N)N(C=N2)C2CC(C2)(F)F 6-chloro-3-(3,3-difluorocyclobutyl)imidazo[4,5-b]pyridine-5-carbonitrile